C(C1=CC=CC=C1)OC(=O)N[C@H](C(=O)OC)CI methyl (2R)-2-[[(benzyloxy)carbonyl]amino]-3-iodopropanoate